(hexadecyloxypropyl) (isopropylthiocarbonylmethyl) phosphate P(=O)(OCCCOCCCCCCCCCCCCCCCC)(OCC(=S)C(C)C)[O-]